6-fluoro-7-(8-methyl-2,3-dihydro-1H-pyrido[2,3-b][1,4]oxazin-7-yl)-N2-(2,3,3-trimethyl-1,2,3,4-tetrahydroisoquinolin-7-yl)quinazoline-2,5-diamine FC1=C(C=2C=NC(=NC2C=C1C1=C(C2=C(OCCN2)N=C1)C)NC1=CC=C2CC(N(CC2=C1)C)(C)C)N